[N+](=[N-])=NC(=O)N diazourea